FC(C=1C=C(N=NC1)C(=O)O)(F)F 5-(trifluoromethyl)pyridazine-3-carboxylic acid